O=C1NC(CCC1N1C(C2=CC=CC(=C2C1=O)NCCOCCOCCOCCOCC(=O)O)=O)=O 2-[2-[2-[2-[2-[[2-(2,6-dioxo-3-piperidyl)-1,3-dioxo-isoindolin-4-yl]amino]ethoxy]-ethoxy]ethoxy]-ethoxy]acetic acid